ethyl 3-(3-(6-((2-(5-(3-(4-cyano-1H-pyrazol-3-yl)-4-fluorophenoxy)-6-fluoro-1H-indol-4-yl)ethyl)thio)-1-hydroxy-5,5-dimethylhexyl)phenyl)propanoate C(#N)C=1C(=NNC1)C=1C=C(OC=2C(=C3C=CNC3=CC2F)CCSCC(CCCC(O)C=2C=C(C=CC2)CCC(=O)OCC)(C)C)C=CC1F